7-(trifluoromethoxy)benzo[e][1,2,4]triazine-1,4-dioxide FC(OC1=CC2=C([N+](=CN=[N+]2[O-])[O-])C=C1)(F)F